4-acetyl-N,N-dimethylbenzamide CC(=O)C1=CC=C(C=C1)C(=O)N(C)C